triethylamine dihydroxypropanesulfonate OC(CC)(S(=O)(=O)O)O.C(C)N(CC)CC